3-Methyl-1,3-Butan-diol CC(CCO)(C)O